N-[4-[(6,7-dimethoxy-1,5-naphthyridin-4-yl)oxy]phenyl]-5-(5-fluoropyridin-2-yl)-1,6-dimethyl-4-oxopyridine-3-carboxamide COC=1N=C2C(=CC=NC2=CC1OC)OC1=CC=C(C=C1)NC(=O)C1=CN(C(=C(C1=O)C1=NC=C(C=C1)F)C)C